C(C)(C)C=1C=NN2C1N=C(C=C2NC2CCN(CC2)C(=O)OCC2(CN(C2)C(\C=C\CN(C)C)=O)F)C2CCOCC2 (E)-(1-(4-(dimethylamino)but-2-enoyl)-3-fluoroazetidin-3-yl)methyl 4-((3-isopropyl-5-(tetrahydro-2H-pyran-4-yl)pyrazolo[1,5-a]pyrimidin-7-yl)amino)piperidine-1-carboxylate